CN(CC(=O)O)C1=CC=C(C2=NON=C21)[N+](=O)[O-] 2-(methyl-(7-nitrobenzo[c][1,2,5]oxadiazol-4-yl)amino)acetic acid